[Si](C1=CC=CC=C1)(C1=CC=CC=C1)(C(C)(C)C)OCC[C@H](CCC)NC=1C2=C(N=C(N1)NC(OC)=O)C=NN2CC2=C(C=CC(=C2)CO)OC methyl (S)-(7-((1-((tert-butyldiphenylsilyl)oxy)hexan-3-yl)amino)-1-(5-(hydroxymethyl)-2-methoxybenzyl)-1H-pyrazolo[4,3-d]pyrimidin-5-yl)carbamate